6-[(4-methyl-sulfonylphenyl)methyl]-2-azaspiro[3.3]heptane CS(=O)(=O)C1=CC=C(C=C1)CC1CC2(CNC2)C1